aluminum-yttrium nitrogen 2-{3-[(2R)-azetidin-2-ylmethoxy]pyridin-4-yl}-3-[(3-chloro-2-methoxyphenyl)amino]-1,5,6,7-tetrahydroindol-4-one N1[C@H](CC1)COC=1C=NC=CC1C=1NC=2CCCC(C2C1NC1=C(C(=CC=C1)Cl)OC)=O.[N].[Y].[Al]